[4-cyclobutoxy-2-(2,6-dioxopiperidin-3-yl)-3-oxo-2,3-dihydro-1H-isoindol-5-yl]methyl N-[4-(2-chlorophenoxy) phenyl]carbamate ClC1=C(OC2=CC=C(C=C2)NC(OCC=2C(=C3C(N(CC3=CC2)C2C(NC(CC2)=O)=O)=O)OC2CCC2)=O)C=CC=C1